N(C)CC(=O)OCC ethyl sarcosinate